tryptophan-13C N[13C@@H](CC1=CNC2=CC=CC=C12)C(=O)O